(±)-N-[3-Acetyl-4-[2-hydroxy-3-[(1-methylethyl)amino]propoxy]phenyl]butanamide C(C)(=O)C=1C=C(C=CC1OC[C@@H](CNC(C)C)O)NC(CCC)=O |r|